NCC(=O)O glycylalcohol